COC=1C=C(C=CC1OC1=CC=CC=C1)C(C)=O 1-(3-methoxy-4-phenoxyphenyl)ethan-1-one